FC(C=1N=C(SC1)N1N=CC(=C1)C(C(=O)OCC)C)F ethyl 2-{1-[4-(difluoromethyl)-1,3-thiazol-2-yl]-1H-pyrazol-4-yl}propanoate